C1(CCCC1)N(S(=O)(=O)C1=CC=C(C=C1)NS(=O)(=O)CS(=O)(=O)C)CC=1C=C2CCCN(C2=CC1)CC N-cyclopentyl-N-((1-ethyl-1,2,3,4-tetrahydroquinolin-6-yl)methyl)-4-(N-(methylsulfonyl)methylsulfonylamino)benzenesulfonamide